Ethylcaprinate C(C)OC(CCCCCCCCC)=O